OB(C=1C=C(C(=O)NCC(=O)O)C=C(C1)[N+](=O)[O-])O N-(3-dihydroxyboryl-5-nitrobenzoyl)glycine